N-(1''-(3-((1-oxa-6-azaspiro[3.3]heptan-6-yl)sulfonyl)benzoyl)dispiro[cyclopropane-1,1'-cyclohexane-4',3''-indolin]-5''-yl)methanesulfonamide O1CCC12CN(C2)S(=O)(=O)C=2C=C(C(=O)N1CC3(C4=CC(=CC=C14)NS(=O)(=O)C)CCC1(CC3)CC1)C=CC2